FC(C1=NN=C(S1)NC(=O)C1=NN2C(C(N(CC2)CCC2=CC=CC=C2)=O)=C1C)(F)F 3-Methyl-4-oxo-5-phenethyl-4,5,6,7-tetrahydropyrazolo[1,5-a]pyrazine-2-carboxylic acid (5-trifluoromethyl-[1,3,4]thiadiazol-2-yl) amide